1,4-Naphthalindithiol C1(=CC=C(C2=CC=CC=C12)S)S